2-[6-(azetidin-3-yl)-3-methylimidazo[1,5-a]pyridin-8-yl]-N-ethyl-5-fluoro-N-(isopropyl)benzamide N1CC(C1)C=1C=C(C=2N(C1)C(=NC2)C)C2=C(C(=O)N(C(C)C)CC)C=C(C=C2)F